6-(4-(5-Formylpyrimidin-2-yl)indolin-1-yl)-8-((4-methoxybenzyl)(methyl)amino)-N-((1R,2R)-2-methoxycyclobutyl)imidazo[1,2-b]pyridazine-3-carboxamide C(=O)C=1C=NC(=NC1)C1=C2CCN(C2=CC=C1)C=1C=C(C=2N(N1)C(=CN2)C(=O)N[C@H]2[C@@H](CC2)OC)N(C)CC2=CC=C(C=C2)OC